NC1CN(CCC1)C1=C(C=C(C=2N(C(=NC21)C=2N=C1N(C=CC=C1)C2)C)OC)C=O 4-(R)-(3-aminopiperidin-1-yl)(2-(imidazo[1,2-a]pyridin-2-yl)-7-methoxy-1-methyl-1H-benzo[d]imidazol-5-yl)methanone